(R)-2,3-dihydro-1H-indene C1CCC2=CC=CC=C12